7-(4-fluorophenyl)-5-(methoxymethyl)pyrazolo[1,5-a]Pyrimidine-3-carboxylic acid ethyl ester C(C)OC(=O)C=1C=NN2C1N=C(C=C2C2=CC=C(C=C2)F)COC